S1C=NC2=C1C(=CC=C2)N2CC1(CN(C1)C(=O)[C@@H]1C(C1)(C)C)[C@@H](C2)C(=O)O (S)-6-(benzo[d]thiazol-7-yl)-2-((S)-2,2-dimethylcyclopropane-1-carbonyl)-2,6-diazaspiro[3.4]octane-8-carboxylic acid